S(=O)(=O)(O)O.COC1=CC=C(C=C1)O 4-methoxyphenol sulfate salt